OC(=O)C(F)(F)F.FC([C@H](C)NC(OC[C@H](C1=CC(=C(C=C1)Cl)N1N=CN=C1C(F)F)N)=O)(F)F (S)-2-amino-2-(4-chloro-3-(5-(difluoromethyl)-1H-1,2,4-triazol-1-yl)phenyl)ethyl ((S)-1,1,1-trifluoropropan-2-yl)carbamate TFA Salt